dicyclohexyl-hydroxymethane C1(CCCCC1)C(O)C1CCCCC1